OC[C@H](CC(C)C)NC(=O)C1=NC(=C(C=C1)N1CC(C1)OC)OCC1COC1 (S)-N-(1-hydroxy-4-methylpent-2-yl)-5-(3-methoxyazetidin-1-yl)-6-(oxetan-3-ylmethoxy)pyridinecarboxamide